[2-(aminomethyl)-3,3-difluoro-allyl]-4-[4-[6-(trifluoromethyl)-3-pyridinyl]-2-pyridinyl]-1,2,4-triazol-3-one trifluoroacetate salt FC(C(=O)O)(F)F.NCC(CC=1N(C(NN1)=O)C1=NC=CC(=C1)C=1C=NC(=CC1)C(F)(F)F)=C(F)F